6-morpholino-1-(4-piperidyl)-3H-imidazo[4,5-b]pyridin-2-one, trihydrochloride Cl.Cl.Cl.O1CCN(CC1)C=1C=C2C(=NC1)NC(N2C2CCNCC2)=O